COC1=CC=C(CN2C(=NC=C2)C)C=C1 1-(4-methoxybenzyl)-2-methyl-1H-imidazole